7-(4-ethylpiperazin-1-yl)-2-(6-methylpyrazolo[1,5-a]pyrazin-2-yl)-4H-pyrido[1,2-a]pyrimidin C(C)N1CCN(CC1)C=1C=CC=2N(CC=C(N2)C2=NN3C(C=NC(=C3)C)=C2)C1